N-(4-{5-[chloro(difluoro)methyl]-1,2,4-oxadiazol-3-yl}-2-fluorobenzyl)cyclopropanecarboxamide ClC(C1=NC(=NO1)C1=CC(=C(CNC(=O)C2CC2)C=C1)F)(F)F